(R)-5-(1-aminoethyl)-2,7-dimethyl-3-(1-(2-methylpyrimidin-5-yl)-6-oxo-1,6-dihydropyridazin-4-yl)isoquinolin-1(2H)-one hydrochloride Cl.N[C@H](C)C1=C2C=C(N(C(C2=CC(=C1)C)=O)C)C=1C=NN(C(C1)=O)C=1C=NC(=NC1)C